tert-Butyl 5-((6-cyano-1,2,3,4-tetrahydronaphthalen-1-yl)oxy)-3-methyl-1H-indazole-1-carboxylate C(#N)C=1C=C2CCCC(C2=CC1)OC=1C=C2C(=NN(C2=CC1)C(=O)OC(C)(C)C)C